C(C)(=O)N1[C@H](C[C@H](C1)NC1=CC(=C(C=C1)OC(F)F)OCC1CC1)C(=O)O (2r,4r)-1-acetyl-4-((3-(cyclopropylmethoxy)-4-(difluoromethoxy)phenyl)amino)pyrrolidine-2-carboxylic acid